(1s,4s)-4-((5-(imidazo[1,2-a]pyridin-6-yl)pyrrolo[2,1-f][1,2,4]triazin-2-yl)amino)-1-methylcyclohexan-1-ol N=1C=CN2C1C=CC(=C2)C=2C=CN1N=C(N=CC12)NC1CCC(CC1)(O)C